Cl.C(=O)=CCP(CC=C=O)CC=C=O tri(2-carbonyl-ethyl)phosphorus hydrochloride